FC1=C(C(=CC=C1)F)C(C=NO)(C)C N-[2-(2,6-difluorophenyl)-2-methylpropylidene]hydroxylamine